ClC1=CC=C(OCC2=NN=C(S2)NC(C2=C(C=NC=C2)C2=CC=CC3=C2OCC(N3)=O)=O)C=C1 N-(5-((4-chlorophenoxy)methyl)-1,3,4-thiadiazol-2-yl)-3-(3-oxo-3,4-dihydro-2H-benzo[b][1,4]oxazin-8-yl)isonicotinamide